C(C1=CC=CC=C1)OC(=O)[C@H]1NC(C=2NC3=CC=CC=C3C2C1)CC(OC)OC (3S)-1-(2,2-dimethoxyeth-1-yl)-2,3,4,9-tetrahydro-beta-carboline-3-carboxylic acid benzyl ester